(2S,3R)-S-((E)-1-(N,4-dimethylphenylsulfonamido)-2-(trimethylsilyl)vinyl)2-acetamido-3-methylpentanethioate CN(S(=O)(=O)C1=CC=C(C=C1)C)/C(=C\[Si](C)(C)C)/S=C([C@H]([C@@H](CC)C)NC(C)=O)[O-]